tert-butyl (((1r,4r)-4-((4-(2,6-bis(benzyloxy)pyridin-3-yl)phenyl) amino)cyclohexyl)methyl)carbamate C(C1=CC=CC=C1)OC1=NC(=CC=C1C1=CC=C(C=C1)NC1CCC(CC1)CNC(OC(C)(C)C)=O)OCC1=CC=CC=C1